tert-butyl N-cyclobutyl-N-[(3R)-1-{6-[5-fluoro-2-(methoxymethoxy)-4-(6-methylpyridin-3-yl)phenyl]pyridazin-3-yl}pyrrolidin-3-yl]carbamate C1(CCC1)N(C(OC(C)(C)C)=O)[C@H]1CN(CC1)C=1N=NC(=CC1)C1=C(C=C(C(=C1)F)C=1C=NC(=CC1)C)OCOC